2-(6-(((1S,2S,3R,5R)-2-fluoro-1,5,9-trimethyl-9-azabicyclo[3.3.1]nonan-3-yl)(methyl)amino)pyridazin-3-yl)-5-(5-methyl-2H-tetrazol-2-yl)phenol F[C@@H]1[C@@]2(CCC[C@](C[C@H]1N(C1=CC=C(N=N1)C1=C(C=C(C=C1)N1N=C(N=N1)C)O)C)(N2C)C)C